CC(=CCN(C(CN1CCN(CC1)C(C1=CC=C(C=C1)Br)=O)=O)C=1C(N(C(N(C1)C)=O)C)=O)C N-(3-methylbut-2-en-1-yl)-N-(1,3-dimethyl-2,4-dioxo-1,2,3,4-tetrahydropyrimidin-5-yl)-2-(4-(4-bromobenzoyl)piperazin-1-yl)acetamide